C(CCCCCCCCCCCCCCCC)(=O)OCCCCCCCCCCCC\C=C/CCCCCCCC erucyl margarate